methyl 5-hydroxy-2-methyl-benzoate OC=1C=CC(=C(C(=O)OC)C1)C